C1(CC1)C1=NN(C=N1)C1CC2(CN(C2)C(=O)N2CC3(C2)CN(C3)CC=3C=NN(C3C(F)(F)F)C)C1 [6-(3-cyclopropyl-1,2,4-triazol-1-yl)-2-azaspiro[3.3]heptan-2-yl]-[6-[[1-methyl-5-(trifluoromethyl)pyrazol-4-yl]methyl]-2,6-diazaspiro[3.3]heptan-2-yl]methanone